S(=O)(=O)(C1=CC=C(C)C=C1)ON=C(C#N)C1=CSC=C1 α-(tosyloxyimino)-3-thienylacetonitrile